NC=1C=2N(C3=CC(=CC=C3N1)C(=O)N([C@@H]1COC3=C1C=CC(=C3)OC(F)(F)F)C)C=NC2 (S)-4-amino-N-methyl-N-(6-(trifluoromethoxy)-2,3-dihydrobenzofuran-3-yl)imidazo[1,5-a]quinoxaline-8-carboxamide